Tert-butyl (1-(5-(6-formyl-5-hydroxypyridin-2-yl)pentyl)piperidin-3-yl)carbamate C(=O)C1=C(C=CC(=N1)CCCCCN1CC(CCC1)NC(OC(C)(C)C)=O)O